N-(3-sulfopropyl)acridine S(=O)(=O)(O)CCCN1C=2C=CC=CC2CC2=CC=CC=C12